C(C=C)(=O)N1C[C@H](C[C@@H]1CF)N1N=C(C(=C1NC)C(=O)N)C#CC1=C(C2=C(N(C=N2)C2CC2)C=C1F)F 1-((3S,5R)-1-Acryloyl-5-(fluoromethyl)pyrrolidin-3-yl)-3-((1-cyclopropyl-4,6-difluoro-1H-benzo[d]imidazol-5-yl)ethynyl)-5-(methylamino)-1H-pyrazole-4-carboxamide